4-(9-ethyl-8-(pyridin-4-yl)-2-(2-(tetrahydro-2H-pyran-4-yl)pyrimidin-4-yl)-9H-purin-6-yl)morpholine C(C)N1C2=NC(=NC(=C2N=C1C1=CC=NC=C1)N1CCOCC1)C1=NC(=NC=C1)C1CCOCC1